N1CNC2=C1C=CC=C2C(=O)[O-] 2,3-dihydro-1H-benzimidazole-4-carboxylate